C(CCCCCCC)(=O)OCC[N+](C)(C)C capryloyl-choline